COC(CCOC(=O)C1=NN(C2=CC=CC(=C2C1=O)S(=O)(=O)C)C1=CC=C(C=C1)OC(F)(F)F)(C)C 5-methylsulfonyl-4-oxo-1-[4-(trifluoromethoxy)phenyl]cinnoline-3-carboxylic acid (3-methoxy-3-methyl-butyl) ester